CC1=C(C=NN(C1=O)C2=CC(=C(C=C2F)Cl)OCC(=O)O)C(F)(F)F The molecule is a ring assembly that is phenoxyacetic acid in which the phenyl group has been substituted at position 2 by chlorine, position 4 by fluorine, and position 5 by a 5-methyl-6-oxo-4-(trifluoromethyl)pyridazin-1(6H)-yl group. Its esters, particularly the ethyl ester (flufenpyr-ethyl), are used as contact herbicides for the control of broad-leaved weeds. It has a role as a herbicide and an EC 1.3.3.4 (protoporphyrinogen oxidase) inhibitor. It is a monocarboxylic acid, an aromatic ether, a pyridazinone, a member of monofluorobenzenes and a member of monochlorobenzenes.